(S)-2-(3-fluoro-4-(trifluoromethoxy)phenyl)-1-(4-((5R,7R)-7-hydroxy-5-methyl-6,7-dihydro-5H-cyclopenta[d]pyrimidin-4-yl)piperazin-1-yl)-3-(4-methylpiperazin-1-yl)propan-1-one FC=1C=C(C=CC1OC(F)(F)F)[C@H](C(=O)N1CCN(CC1)C=1C2=C(N=CN1)[C@@H](C[C@H]2C)O)CN2CCN(CC2)C